4-(4-(2-cyano-7-((5-methoxy-7-methyl-1H-indol-4-yl)methyl)-7-azaspiro[3.5]nonan-6-yl)benzamido)bicyclo[2.2.2]octane-1-carboxylic acid C(#N)C1CC2(C1)CC(N(CC2)CC2=C1C=CNC1=C(C=C2OC)C)C2=CC=C(C(=O)NC13CCC(CC1)(CC3)C(=O)O)C=C2